COC1=NC=C(C(=N1)OC)C=1C=C(C=2N(N1)C=CN2)[C@@H]2[C@H](C2)C=2C=NC(=CC2)OC(F)(F)F 6-(2,4-dimethoxypyrimidin-5-yl)-8-((1S,2S)-2-(6-(trifluoromethoxy)pyridin-3-yl)cyclopropyl)imidazo[1,2-b]pyridazine